1-(3-((2-(7-amino-5,7-dihydrospiro[cyclopenta[c]pyridine-6,4'-piperidin]-1'-yl)cyclopenta[cd]inden-5-yl)thio)-2-chlorophenyl)pyrrolidin-2-one NC1C=2C=NC=CC2CC12CCN(CC2)C=2CC=1C=CC(=C3C1C2C=C3)SC=3C(=C(C=CC3)N3C(CCC3)=O)Cl